N-(1,3-dimethyl-4-piperidyl)-6-[3-[(2-methoxy-4-methylsulfonyl-anilino)methyl]cyclobutyl]-1-(2,2,2-trifluoroethyl)indol-4-amine CN1CC(C(CC1)NC=1C=2C=CN(C2C=C(C1)C1CC(C1)CNC1=C(C=C(C=C1)S(=O)(=O)C)OC)CC(F)(F)F)C